FC1(C2(CN(C2)C[C@@H](CC(=O)OC)C2=CC(=CC=C2)N2N=C(C=C2C)C)CCN(C1)CC1=NC=2NCCCC2C=C1)F methyl (S)-4-(5,5-difluoro-7-((5,6,7,8-tetrahydro-1,8-naphthyridin-2-yl)methyl)-2,7-diazaspiro[3.5]nonan-2-yl)-3-(3-(3,5-dimethyl-1H-pyrazol-1-yl)phenyl)butyrate